C(C)C1C(=PCC1)CC diethyl-phospholene